N-(4-tert-butylbenzyl)-1,2-ethanediamine C(C)(C)(C)C1=CC=C(CNCCN)C=C1